Cl.OCCOC1=NC(=C(C=C1N)N)OCCO 2,6-bis(2-hydroxyethoxy)-3,5-pyridinediamine HCl